C(\C=C\C=C/C=C\CCC)(=O)OC Methyl (E,Z,Z)-2,4,6-decatrienoate